tert-butyl (S,E)-(4-(2-cyano-4-(2-(1-ethyl-3-(trifluoromethyl)-1H-pyrazol-4-yl)-3-fluorophenyl)-4,7-dihydrothieno[2,3-c]pyridin-6(5H)-yl)-4-oxobut-2-en-1-yl)(methyl)carbamate C(#N)C1=CC2=C(CN(C[C@H]2C2=C(C(=CC=C2)F)C=2C(=NN(C2)CC)C(F)(F)F)C(/C=C/CN(C(OC(C)(C)C)=O)C)=O)S1